Cl.O=C(CNC(=O)C1=CC2=C(N(C(=N2)NC=2SC3=C(N2)C=CC(=C3)OC(F)(F)F)C)C=C1)N1CCNCC1 1-Methyl-2-(6-trifluoromethoxy-benzothiazol-2-ylamino)-1H-benzoimidazole-5-carboxylic acid (2-oxo-2-piperazin-1-yl-ethyl)-amide hydrochloride